NC1(CCCCC1)CC(=O)OC[C@H]1O[C@@]([C@@H]([C@@H]1O)O)(C#N)C1=CC=C2C(=NC=NN21)NC([C@H](CC2=CC=C(C=C2)F)N)=O ((2R,3S,4R,5R)-5-(4-((S)-2-amino-3-(4-fluorophenyl)propanamido)pyrrolo[2,1-f][1,2,4]triazin-7-yl)-5-cyano-3,4-dihydroxytetrahydrofuran-2-yl)methyl 2-(1-aminocyclohexyl)acetate